FC1=CC(=C(C=C1)C=1C2=C(C(=NC1C1=NN3C(CN(CC3)C(C=C)=O)=C1)C=1C=C3CCN(CC3=CC1)C(C)C)C=CS2)OCCOC 1-[2-[7-[4-fluoro-2-(2-methoxyethoxy)phenyl]-4-(2-isopropyl-3,4-dihydro-1H-isoquinolin-6-yl)thieno[3,2-c]pyridin-6-yl]-6,7-dihydro-4H-pyrazolo[1,5-a]pyrazin-5-yl]prop-2-en-1-one